FC=1C=2N(C=CC1)N=C(C2)[C@H]2N(CCC1=C2N=CN1)C(=O)C=1OC(=NN1)C1(CC1)C (S)-(4-(4-fluoropyrazolo[1,5-a]pyridin-2-yl)-6,7-dihydro-1H-imidazo[4,5-c]pyridin-5(4H)-yl)(5-(1-methylcyclopropyl)-1,3,4-oxadiazol-2-yl)methanone